C1(CC1)C1=NC=C(C(=N1)OC1CCC2=CC=C(C=C12)OC(F)(F)F)C#N 2-cyclopropyl-4-((6-(trifluoromethoxy)-2,3-dihydro-1H-inden-1-yl)oxy)pyrimidine-5-carbonitrile